4-bromophenylethylammonium BrC1=CC=C(C=C1)CC[NH3+]